3,5-Difluoro-4-((3-(1-(tetrahydro-2H-pyran-2-yl)-1H-pyrazol-4-yl)quinoxalin-6-yl)oxy)benzene-1,2-diamine FC1=C(C(=CC(=C1OC=1C=C2N=C(C=NC2=CC1)C=1C=NN(C1)C1OCCCC1)F)N)N